ClC=1C=C(C=2N(N1)C(=CN2)C(=O)NC2CCC2)N(C)CC2=CC=C(C=C2)OC 6-chloro-N-cyclobutyl-8-((4-methoxybenzyl)(methyl)amino)imidazo[1,2-b]Pyridazine-3-formamide